ClC=1C=C(COC=2C=C3CCC(C3=CC2)N2CC(C2)C(=O)O)C=CC1F 1-(5-((3-chloro-4-fluorobenzyl)oxy)-2,3-dihydro-1H-inden-1-yl)azetidine-3-carboxylic acid